C=1(C(=CC=CC1)CC(=O)O)C=1C(=CC=CC1)C1=CC=CC=C1.C(C)(C)(C)C1=C(C=C(C(=C1)OCC(F)(F)F)C(C)(C)C)OCC(F)(F)F 1,4-di-tert-butyl-2,5-bis(2,2,2-trifluoroethoxy)benzene Terphenyl-Acetate